(e)-arginine N[C@@H](CCCN\C(\N)=N\[H])C(=O)O